Propyl-Palladium (II) C(CC)[Pd+]